C(=C)N(CCC1=CC=C(C=C1)F)CC1=CC=CC=C1 vinyl-benzyl-4-fluorophenylethylamine